O[C@H]1[C@@H](CCCC1)NC1=C2C(=C(N=N1)C1=C(C=C(C=C1)C(F)(F)F)O)N(N=C2)C 2-[4-[[(1r,2r)-2-hydroxycyclohexyl]amino]-1-methyl-pyrazolo[3,4-d]pyridazin-7-yl]-5-(trifluoromethyl)phenol